sulfamoyl chloride hydrochloride Cl.S(N)(=O)(=O)Cl